CP(=O)(C)C1=C(C=CC=C1)NC1=NC(=NC=C1C(F)(F)F)NC=1C=CC(=C2CCOC21)C(=O)O 7-((4-((2-(dimethylphosphoryl)phenyl)amino)-5-(trifluoromethyl)pyrimidin-2-yl)amino)-2,3-Dihydrobenzofuran-4-carboxylic acid